(3S)-4-(dimethylamino)-3-[[(2R)-2-[9H-fluorene-9-ylmethoxycarbonyl-(methyl)amino]-3-methylbutanoyl]-Methylamino]-4-oxobutanoic acid CN(C([C@H](CC(=O)O)N(C)C([C@@H](C(C)C)N(C)C(=O)OCC1C2=CC=CC=C2C=2C=CC=CC12)=O)=O)C